N-((1R)-1-(3-(5-((6-((2-(2,6-Dioxopiperidin-3-yl)-1,3-dioxoisoindolin-4-yl)amino)hexanamido)methyl)thiophen-2-yl)phenyl)ethyl)-2-methyl-5-(piperidin-4-ylamino)benzamide O=C1NC(CCC1N1C(C2=CC=CC(=C2C1=O)NCCCCCC(=O)NCC1=CC=C(S1)C=1C=C(C=CC1)[C@@H](C)NC(C1=C(C=CC(=C1)NC1CCNCC1)C)=O)=O)=O